CC1=NNC(C=C1)=O 3-methyl-6-oxopyridazin